BrC1=C(C=CC(=C1)CCC)C(C)(C)O 2-(2-bromo-4-propylphenyl)propan-2-ol